tert-Butyl (5-((2-aminoethyl)amino)-6-methylpyridin-2-yl)carbamate NCCNC=1C=CC(=NC1C)NC(OC(C)(C)C)=O